2-(2,2-difluoro-ethyl)-5-[1-(2-fluoro-6-methyl-phenyl)-piperidin-4-yl]-7-(2-trifluoromethyl-benzyl)-2,4,5,7-tetrahydro-pyrazolo[3,4-d]pyrimidin-6-one FC(CN1N=C2N(C(N(CC2=C1)C1CCN(CC1)C1=C(C=CC=C1C)F)=O)CC1=C(C=CC=C1)C(F)(F)F)F